1-ethyl-N-(4-fluoro-3-methylphenyl)-5-(2-(((1r,4r)-4-hydroxy-1-methylcyclohexyl)amino)-2-oxoacetyl)-2,4-dimethyl-1H-pyrrole-3-carboxamide C(C)N1C(=C(C(=C1C(C(=O)NC1(CCC(CC1)O)C)=O)C)C(=O)NC1=CC(=C(C=C1)F)C)C